N1C=CC2=CC=CC(=C12)S(=O)(=O)C1=CC=C(C=C1)CNC(=O)C=1C=C2C(=NC1)NN=C2 N-{[4-(1H-indole-7-sulfonyl)phenyl]methyl}-1H-pyrazolo[3,4-b]pyridine-5-carboxamide